C(C)OC1=C(C=C(C(=C1)[N+](=O)[O-])F)C 1-ethoxy-4-fluoro-2-methyl-5-nitrobenzene